2-((Diisopropylamino)methyl)-4-nitrophenol C(C)(C)N(C(C)C)CC1=C(C=CC(=C1)[N+](=O)[O-])O